(2-benzazolylmethyl)amine N1C(=CC2=C1C=CC=C2)CN